N[C@H](CO)C1=C(C=C(C=C1)OC)O (S)-2-(1-amino-2-hydroxyethyl)-5-methoxyphenol